ethyl 3-(hydroxyl amino)-3-imino-2-methylpropanoate ONC(C(C(=O)OCC)C)=N